FC1=C(C=C(C=C1)C(O)C1=NC=CN=C1C)C1=NC=NC2=CC(=CC=C12)N1CCOCC1 (4-fluoro-3-(7-morpholinoquinazolin-4-yl)phenyl)(3-methylpyrazin-2-yl)methanol